BrC1=CC2=C(N=CN(C2=O)CCC)N=C1 6-bromo-3-propylpyrido[2,3-d]pyrimidin-4(3H)-one